1-methyl-3-(piperidin-4-yl)-1H-benzo[d]imidazol-2(3H)-one CN1C(N(C2=C1C=CC=C2)C2CCNCC2)=O